ONC(C1=CC=C(C=C1)OC1=CC=NC2=CC(=CC=C12)OC)=O N-hydroxy-4-((7-methoxyquinolin-4-yl)oxy)benzamide